3',5'-dichloro-5-((2-(4-methylpiperazin-1-yl)pyrimidin-5-yl)oxy)-[1,1'-biphenyl]-3-carboxylic acid methyl ester COC(=O)C=1C=C(C=C(C1)OC=1C=NC(=NC1)N1CCN(CC1)C)C1=CC(=CC(=C1)Cl)Cl